BrC(COC)C=1C(=NC=CC1)N=C(C1=CC=CC=C1)C1=CC=CC=C1 3-(1-Bromo-2-methoxyethyl)-2-[(diphenylmethylene)amino]pyridine